N-[4-[2,6-bis(tridecylmethyl)phenyl]-6-chloro-pyrimidin-2-yl]-N-tert-butoxycarbonyl-carbamic acid tert-butyl ester C(C)(C)(C)OC(N(C(=O)OC(C)(C)C)C1=NC(=CC(=N1)C1=C(C=CC=C1CCCCCCCCCCCCCC)CCCCCCCCCCCCCC)Cl)=O